(D-2-isopentenyl)adenine C(C=C(C)C)C1=NC(=C2NC=NC2=N1)N